6-(benzo1,3-dioxanyl)-4-(4-bromophenyl)-pyrimidineamide O1C(OCC2=C1C=CC=C2)C2=CC(=NC(=N2)C(=O)N)C2=CC=C(C=C2)Br